C1(CC1)CN1N=NC2=NN(C(C(=C21)C2=CC=C(C=C2)OC(F)F)=O)C2=CC1=CN(N=C1C=C2)C 1-(cyclopropylmethyl)-7-(4-(difluoromethoxy)phenyl)-5-(2-methyl-2H-indazol-5-yl)-1,5-dihydro-6H-[1,2,3]triazolo[4,5-c]pyridazin-6-one